C(C)(C)(C)OC(=O)NCC(=O)N[C@@H](CCCCN1C(C=CC1=O)=O)C(=O)OC(C)(C)C tert-Butyl N-(tert-butoxycarbonyl)glycyl-6-(2,5-dioxo-2,5-dihydro-1H-pyrrol-1-yl)-L-norleucinate